1-amino-3-(3,4-dihydropyrazino[1,2-a]indol-2(1H)-yl)propan-2-ol NCC(CN1CC=2N(C=3C=CC=CC3C2)CC1)O